BrC=1C=C(C(=NC1)C=1C=NC(=CC1)Cl)[N+](=O)[O-] 5-bromo-6'-chloro-3-nitro-2,3'-bipyridine